C(C=C)(=O)N1CC(CCC1)C1=C2C3=C(NC2=C(C=C1F)C(=O)N)CCCCC3 (1-acryloylpiperidin-3-yl)-2-fluoro-5,6,7,8,9,10-hexahydrocyclohepta[b]Indole-4-Formamide